COC1(C(C(=C(C(C1OC)=O)C)CCCCCCCCCC)=O)C=CC(C)=C 2,3-dimethoxy-5-methyl-6-decylisoprenylbenzoquinone